2-(1-(5,6,7,8-tetrahydro-1,5-naphthyridin-2-yl)ethyl)-1H-benzo[d]imidazole-6-carbonitrile N1=C(C=CC=2NCCCC12)C(C)C1=NC2=C(N1)C=C(C=C2)C#N